FC1=CC=C(\C=C/2\C(N(C(S2)=O)CC(=O)NC2=CC=C3C(=CC(OC3=C2)=O)C)=O)C=C1 (Z)-2-(5-(4-fluorobenzylidene)-2,4-dioxothiazolidin-3-yl)-N-(4-methyl-2-oxo-2H-chromen-7-yl)acetamide